2-(4,4-dimethylcyclohex-1-en-1-yl)-4,4,5,5-tetramethyl-1,3,2-dioxaborolane CC1(CC=C(CC1)B1OC(C(O1)(C)C)(C)C)C